C(CC)OC1=CC=C(C=C1)C=CC=O 3-(4-propoxyphenyl)-prop-2-en-1-one